C1(=CC=C(C=2C(=CC=C(C12)C(=O)N)C(=O)N)C(=O)N)C(=O)N naphthalene-1,4,5,8-tetracarboxylic acid tetra-amide